N[C@H]1[C@@]([C@H](CCC1)NC(OC(C)(C)C)=O)(C)O |o1:2| rel-tert-butyl ((1S,3R)-3-amino-2-hydroxy-2-methylcyclohexyl)-carbamate